1-bromo-3,4-difluoro-2-methylbenzene BrC1=C(C(=C(C=C1)F)F)C